FC(C1=CC=C(/C=C/C=2C=C(C=NC2)CC(=O)OC)C=C1)(F)F methyl (E)-2-(5-(4-(trifluoromethyl)styryl)pyridin-3-yl)acetate